COC[C@@H]1NCC2(C1)CCN(CC2)C=2C1=C(N=C(N2)C2=CC=NC=C2)C=NC=C1 (R)-4-(3-(methoxymethyl)-2,8-diazaspiro[4.5]decan-8-yl)-2-(pyridin-4-yl)pyrido[3,4-d]pyrimidine